CC=1C(=C(C=2CC3=CC=CC=C3C2C1)C1=C(C=CC=C1)C=1C(=CC=CC1)C1=CC=CC=C1)C (dimethyl-fluorenyl)terphenyl